C(#N)C1(CC1)[C@@H](C1=CC=2N(N=C1)C=C(N2)[C@H](C2CCC(CC2)(F)F)NC(OC(C)(C)C)=O)NC(CC2CC(C2)(F)F)=O |o1:5| tert-Butyl ((S)-(7-((R*)-(1-cyanocyclopropyl)(2-(3,3-difluorocyclobutyl)acetamido)methyl)imidazo[1,2-b]pyridazin-2-yl)(4,4-difluorocyclohexyl)methyl)carbamate